C1(=CC=CC=C1)C1NC(NC(=C1C(=O)OCC)C)=S 4-phenyl-5-ethoxycarbonyl-6-methyl-3,4-dihydroPyrimidine-2(1H)-thione